FC(OC1=CC=C(C=N1)C=1C=CC(N(N1)CC=1N=COC1C1=CC=CC=C1)=O)F 6-(6-(difluoromethoxy)pyridin-3-yl)-2-((5-phenyloxazol-4-yl)methyl)pyridazin-3(2H)-one